FC(C=1OC(=NN1)C=1C=NC(=CC1)COC=1C=CC=C2C=CC=NC12)F 2-(difluoromethyl)-5-[6-(8-quinolyloxymethyl)-3-pyridyl]-1,3,4-oxadiazole